(1S,4S,5R)-2-(4-carboxyphenyl)-5-{[5-cyclopropyl-3-(2,6-dichlorophenyl)-1,2-oxazol-4-yl]methoxy}-2-azabicyclo[2.2.1]heptan-2-ium-2-olate C(=O)(O)C1=CC=C(C=C1)[N+]1([C@@H]2C[C@H]([C@H](C1)C2)OCC=2C(=NOC2C2CC2)C2=C(C=CC=C2Cl)Cl)[O-]